CNCC1=CC(=CC=C1)C N,3-dimethylbenzylamine